phosphonoacetic acid P,P-dimethyl ester potassium salt COP(=O)(CC(=O)[O-])OC.[K+]